FC=1C=C(C=CC1F)[C@H]1[C@@H](CN(C1)C1=CC=CC=C1)NC(=O)NC1=C(C(=NN1C1=CC=CC=C1)OCC)C 1-((3S,4R)-4-(3,4-difluorophenyl)-1-phenylpyrrolidin-3-yl)-3-(3-ethoxy-4-methyl-1-phenyl-1H-pyrazol-5-yl)urea